N1=NC(=NN=C1)C1=CC=C(CNCC(=O)OC(C)(C)C)C=C1 tert-butyl 2-((4-(1,2,4,5-tetrazin-3-yl)benzyl)amino)acetate